BrC=1C(=NC(=CC1)Br)C=O 3,6-dibromopyridine-2-formaldehyde